tert-Butyl (2R,4S)-4-((tert-butyldiphenylsilyl)oxy)-2-((3-(cyclopentyloxy)-2-(methoxycarbonyl)-5-methylphenoxy)methyl)pyrrolidin-1-carboxylate [Si](C1=CC=CC=C1)(C1=CC=CC=C1)(C(C)(C)C)O[C@H]1C[C@@H](N(C1)C(=O)OC(C)(C)C)COC1=C(C(=CC(=C1)C)OC1CCCC1)C(=O)OC